ClC1=CC=C(C=N1)CN1CSCC1 (2Z)-3-[(6-chloropyridin-3-yl)methyl]-1,3-thiazolidin